tin cadmium lead [Pb].[Cd].[Sn]